CN(C=1C(=CC(=C(C(=O)O)C1)F)C(NS(=O)(=O)N1[C@@H](CCC1)C(F)(F)F)=O)C (S)-5-(dimethylamino)-2-fluoro-4-(((2-(trifluoromethyl)pyrrolidin-1-yl)sulfonyl)carbamoyl)benzoic acid